C(C)C1C(NC2=C(O1)C=CC(=C2)C(=O)OCC)=O ethyl 2-ethyl-3-oxo-3,4-dihydro-2H-benzo[b][1,4]oxazine-6-carboxylate